N-(6-methyl-2-oxo-1-(2,2,2-trifluoroethyl)-5-(2,3,6-trifluorophenyl)piperidin-3-yl)-2'-oxo-1',2',4,6-tetrahydrospiro[cyclopenta[b]thiophene-5,3'-pyrrolo[2,3-b]pyridine]-2-formamide CC1C(CC(C(N1CC(F)(F)F)=O)NC(=O)C1=CC2=C(S1)CC1(C(NC3=NC=CC=C31)=O)C2)C2=C(C(=CC=C2F)F)F